2-(benzyl(methyl)amino)-1-(thiophen-2-yl)ethan-1-one C(C1=CC=CC=C1)N(CC(=O)C=1SC=CC1)C